(-)-(3-chloro-6-methoxypyridin-2-yl)[(1S,4S)-5-{[2-(4-chlorophenyl)imidazo[1,2-a]pyridin-3-yl]methyl}-2,5-diazabicyclo[2.2.2]oct-2-yl]methanone ClC=1C(=NC(=CC1)OC)C(=O)N1[C@@H]2CN([C@H](C1)CC2)CC2=C(N=C1N2C=CC=C1)C1=CC=C(C=C1)Cl